[(3R)-3-(1H-Triazol-5-yl)pyrrolidin-1-yl]-[3-[4-[3-(2,2,2-trifluoroethoxy)azetidin-1-yl]phenyl]azetidin-1-yl]methanone N1N=NC=C1[C@H]1CN(CC1)C(=O)N1CC(C1)C1=CC=C(C=C1)N1CC(C1)OCC(F)(F)F